rac-(2r,4r)-2-ethylpiperidine-4-carboxylic acid C(C)[C@H]1NCC[C@H](C1)C(=O)O |r|